C(=O)O.CC1=NN2C(N=CC(=C2)NC(=O)N2CCC=3C2=NC=CC3N3C[C@@H](NCC3)C)=N1 (S)-N-(2-methyl-[1,2,4]triazolo[1,5-a]pyrimidin-6-yl)-4-(3-methylpiperazin-1-yl)-2,3-dihydro-1H-pyrrolo[2,3-b]pyridine-1-carboxamide formate